3-(furan-3-yl)-3a,7-dimethyl-hexahydro-isobenzofuran-1,6-dione O1C=C(C=C1)C1OC(C2C(C(CCC12C)=O)C)=O